C(C)(=O)OC1=C(C(=CC(=C1)C)C)C(CC(=O)OC1C(OCC1)CO)(C)C 2-(hydroxymethyl)tetrahydrofuran-3-yl 3-(2-acetoxy-4,6-dimethyl phenyl)-3-methylbutanoate